2-((S)-8-(((1R,5S,6r)-3-azabicyclo[3.1.0]hexan-6-yl)methyl)-6,6a,7,8,9,10-hexahydro-5H-pyrazino[1',2':4,5]pyrazino[2,3-c]pyridazin-2-yl)phenol [C@H]12CNC[C@@H]2C1CN1C[C@H]2N(C=3C(=NN=C(C3)C3=C(C=CC=C3)O)NC2)CC1